((((2R,3S,4R,5R)-5-(5-chloro-7-((cyclobutylmethyl)amino)-3H-[1,2,3]triazolo[4,5-b]pyridin-3-yl)-3,4-dihydroxytetrahydrofuran-2-yl)methoxy)methyl)phosphonic acid ClC1=CC(=C2C(=N1)N(N=N2)[C@H]2[C@@H]([C@@H]([C@H](O2)COCP(O)(O)=O)O)O)NCC2CCC2